4-(2-(2-(4,4-dimethyl-4,5-dihydrooxazol-2-yl)ethoxy)propylidene)-5-methyl-1,3-dioxolan-2-one CC1(N=C(OC1)CCOC(C=C1OC(OC1C)=O)C)C